ethyl 5-iodo-1H-pyrazole-3-carboxylate IC1=CC(=NN1)C(=O)OCC